C(C1=CC=CC=C1)N1C(C(CC1=O)C=1C=C2C=NN(C2=CC1C)C1=CC=C(C=C1)F)=O benzyl-3-(1-(4-fluorophenyl)-6-methyl-1H-indazol-5-yl)pyrrolidine-2,5-dione